(R)-(3-Aminopiperidin-1-yl)(2-(1-(4-fluorobenzyl)-1H-indol-2-yl)-3,4-dihydro-5-oxa-1,2a-diazaacenaphthylen-7-yl)methanone N[C@H]1CN(CCC1)C(=O)C=1C=C2OCCN3C(=NC(C1)=C32)C=3N(C2=CC=CC=C2C3)CC3=CC=C(C=C3)F